FC(S(=O)[O-])(F)F.[Zn+2].FC(S(=O)[O-])(F)F Zinc(II) trifluoromethanesulfinate